OCCNCC(C)(N)C N1-hydroxyethyl-2-methyl-1,2-propanediamine